CC1=CC(=C(C=C1)S)S toluene-3,4-dithiol